(1-(2-methoxyethyl)cyclohexyl)methanol COCCC1(CCCCC1)CO